COC=1C(=CC=2C(=C3C(=NC2C1)CCC3)N[C@H]3CN(CCCC3)CC)OC (3R)-N-{6,7-dimethoxy-1H,2H,3H-cyclopenta[b]quinolin-9-yl}-1-ethylazepan-3-amine